N1=CC=CC2=C(C=CC=C12)O[C@@H]1CN(CC1)CC(=O)N1[C@@H](CCC1)C#N (S)-1-(2-((S)-3-(quinolin-5-yloxy)pyrrolidin-1-yl)acetyl)pyrrolidine-2-carbonitrile